O=C1N(CCC1)C(=O)[O-] Oxopyrrolidine-1-carboxylate